CN(C)CC1=CC(=NN1CCCCCOC1=NC=CC(=C1)C1=C(C(=CC=C1)C(C)C)CC(=O)O)S(N)(=O)=O 2-(2-(2-((5-(5-((dimethylamino)methyl)-3-sulfamoyl-1H-pyrazol-1-yl)pentyl)oxy)pyridin-4-yl)-6-isopropylphenyl)acetic acid